[N-](S(=O)(=O)C(F)(F)F)S(=O)(=O)C(F)(F)F.OCC[N+](C)(C)C choline bis(trifluoromethylsulfonyl)imide